COC(=O)C=1C(=CC(=C(C1)C1=NC2=C(CN(CC2)C(=O)OC(C)(C)C)N1)C)C tert-Butyl 2-(5-(methoxycarbonyl)-2,4-dimethylphenyl)-6,7-dihydro-3H-imidazo[4,5-c]pyridine-5(4H)-carboxylate